ClC=1C=C(C=CC1)CC1=NOC=N1 3-[(3-Chlorophenyl)methyl]-1,2,4-oxadiazol